O.O.O.O.[Cl-] chlorid Tetrahydrat